ClC1=NC(=C2N=CN(C2=N1)C1CCNCC1)Cl 2,6-Dichloro-9-(piperidin-4-yl)-9H-purine